((3-butyl-3-ethyl-7-(methylthio)-1,1-dioxido-5-phenyl-2,3,4,5-tetrahydro-1,5-benzothiazepin-8-yl)oxy)-2-fluoroacrylic acid C(CCC)C1(CS(C2=C(N(C1)C1=CC=CC=C1)C=C(C(=C2)OC=C(C(=O)O)F)SC)(=O)=O)CC